Paracetamol-D4 [2H]C1=C(C(=C(C(=C1NC(=O)C)[2H])[2H])O)[2H]